8-bromo-2,3,4,5-tetrahydro-1H-benzo[c]azepine BrC=1C=CC2=C(CNCCC2)C1